NC1=C(C(=NC=2N1N=CN2)C)C(=O)OC methyl 7-amino-5-methyl-[1,2,4]triazolo[1,5-a]pyrimidine-6-carboxylate